C[Si](C)(C)NC(CN(CCC)CCC)(C)C (trimethylsilyl)(2-dipropylamino-1,1-dimethylethyl)amine